(2R,3R,4R,5R)-2-(4-aminopyrrolo[2,1-f][1,2,4]triazin-7-yl)-2-cyano-5-(((isobutoxycarbonyl)oxy)methyl)tetrahydrofuran-3,4-diyl bis(2-methylpropanoate) CC(C(=O)O[C@H]1[C@](O[C@@H]([C@H]1OC(C(C)C)=O)COC(=O)OCC(C)C)(C#N)C1=CC=C2C(=NC=NN21)N)C